2-[3-(4-chloro-3-fluorophenyl)-1-(cyclopropylmethyl)-1H-1,2,4-triazol-5-yl]-N-[(1S)-2,3-dihydro-1H-inden-1-yl]acetamide ClC1=C(C=C(C=C1)C1=NN(C(=N1)CC(=O)N[C@H]1CCC2=CC=CC=C12)CC1CC1)F